OCCCNC(=O)C=1N(C2=CC=CC=C2C1)C N-(3-hydroxypropyl)-1-methyl-1H-indole-2-carboxamide